COC\C=C(/C)\CCC=C(C)C GERANYL METHYL ETHER